N[C@@H]1CN(CCC1)C1=C(C=NC(=C1)NC1=NC(=NC=C1)C1=C(C=CC=C1OC)F)C1=CC=C(C(=O)NC2CCC(CC2)O)C=C1 4-(4-((S)-3-aminopiperidin-1-yl)-6-((2-(2-fluoro-6-methoxyphenyl)pyrimidin-4-yl)amino)pyridin-3-yl)-N-((1r,4S)-4-hydroxycyclohexyl)benzamide